2-(3-(7-fluorobenzofuran-5-yl)-6-(3-methoxypropyl)pyrazin-2-yl)-2-azabicyclo[4.1.0]heptane-5-carboxylic acid FC1=CC(=CC=2C=COC21)C=2C(=NC(=CN2)CCCOC)N2C1CC1C(CC2)C(=O)O